(S)-2-amino-2-(o-tolyl)ethan-1-ol N[C@H](CO)C1=C(C=CC=C1)C